O-tert-Butyl (4r,6r)-6-methoxy-1-methyl-2-azaspiro[3.3]heptane-2-carbothioate COC1CC2(CN(C2C)C(OC(C)(C)C)=S)C1